tert-butyl (3-(2-((4-((1-(tert-butyl)-3-((1S,3R)-3-((tert-butyldimethylsilyl)oxy)cyclopentyl)-1H-pyrazol-5-yl)amino)pyridin-2-yl)oxy)ethyl)bicyclo[1.1.1]pentan-1-yl)carbamate C(C)(C)(C)N1N=C(C=C1NC1=CC(=NC=C1)OCCC12CC(C1)(C2)NC(OC(C)(C)C)=O)[C@@H]2C[C@@H](CC2)O[Si](C)(C)C(C)(C)C